(S,E)-3-(2-ethoxyvinyl)-5-((4-(methyl(tetrahydrofuran-3-yl)amino)cyclohexyl)amino)furo[2,3-c]pyridine-2-carboxamide C(C)O/C=C/C1=C(OC2=CN=C(C=C21)NC2CCC(CC2)N([C@@H]2COCC2)C)C(=O)N